C1(CC1)N(C(OC)=O)CC=1C(=C(C(=CC1CCCCC)O)C1=CC(=CC=C1)C)O methyl cyclopropyl((2,6-dihydroxy-3'-methyl-4-pentyl-[1,1'-biphenyl]-3-yl)methyl)carbamate